C[Si](CCCN)(OC)OC methyldimethoxy(aminopropyl)silane